nickel-cobalt-lithium cobalt oxide [Co]=O.[Li].[Co].[Ni]